C(C)(C)C1N2C(C3=CC(=C(C=C3C1)N1CCCC1)C=1SC=CN1)CC(C(=C2)C(=O)OCC)=O ethyl 6-isopropyl-2-oxo-9-(pyrrolidin-1-yl)-10-(thiazol-2-yl)-2,6,7,11b-tetrahydro-1H-pyrido[2,1-a]isoquinoline-3-carboxylate